5-amino-8-[2-(hydroxymethyl)-6-methyl-4-pyridinyl]-7-phenyl-2-[[(2S)-tetrahydrofuran-2-yl]methyl]-[1,2,4]triazolo[4,3-c]pyrimidin-3-one NC1=NC(=C(C=2N1C(N(N2)C[C@H]2OCCC2)=O)C2=CC(=NC(=C2)C)CO)C2=CC=CC=C2